OC=1C(=C2CCC(OC2=C(C1C)C)(C(=O)O)C)C 6-Hydroxy-2,5,7,8-tetramethylchromane-2-carboxylic acid